CCCCCCCCCCC/C=C/CCCCC(=O)[O-] The molecule is an unsaturated fatty acid anion resulting from the deprotonation of the carboxy group of petroselaidic acid. The major species at pH 7.3. It is a long-chain fatty acid anion and an unsaturated fatty acid anion. It is a conjugate base of a petroselaidic acid.